FC1=C(C=CC=C1)C=1N=CC2=CC=CC=C2C1C 3-(2-Fluorophenyl)-4-methylisoquinoline